CC1CC2N(C(C1)C2)C(=O)C2=NC=CC=C2 (trans-3-methyl-6-azabicyclo[3.1.1]hept-6-yl)(pyridin-2-yl)methanone